N1(CCOCC1)CCO 2-(morpholin-4-yl)ethanol